2-(4-Fluorophenyl)oxazole-4-carboxylic acid FC1=CC=C(C=C1)C=1OC=C(N1)C(=O)O